C1(CCCCC1)C1C(C=2C=CC(=CC2CC1)O)C1=C(C=C(C=C1)N1CCC(CC1)C(OC)OC)C 6-cyclohexyl-5-(4-(4-(dimethoxymethyl)piperidin-1-yl)-2-methylphenyl)-5,6,7,8-tetrahydronaphthalen-2-ol